ClC1=CC(=C(C(=C1)C(C)C)NC(=O)NS(=O)(=O)C1=CC(=CC(=C1)C(C)(C)O)F)C(C)C N-(4-chloro-2,6-diisopropylphenyl-carbamoyl)-3-fluoro-5-(2-hydroxypropan-2-yl)benzenesulfonamide